CC1=C(C=C(C=C1)NC(=O)C1=NC=CC(=C1)C(F)(F)F)C1=CC2=C(N=C(N=C2)NC2=CC(=NO2)C)N2C1=NCC2 N-(4-methyl-3-(2-((3-methylisoxazol-5-yl)amino)-8,9-dihydroimidazo[1',2':1,6]pyrido[2,3-d]pyrimidin-6-yl)phenyl)-4-(trifluoromethyl)pyridineamide